2-amino-5-((6-nitro-1H-indol-3-yl)methyl)phenol NC1=C(C=C(C=C1)CC1=CNC2=CC(=CC=C12)[N+](=O)[O-])O